FC(C(=O)OCC)C(C)(O)C1=CC=C(C=C1)F ethyl 2-fluoro-3-(4-fluorophenyl)-3-hydroxybutanoate